ClC(=C1C(C2=CC=CC(=C2C1CC)NC(=O)C=1C(=NN(C1)C)C)C)Cl 1,3-Dimethyl-1H-pyrazole-4-carboxylic acid (2-dichloromethylene-3-ethyl-1-methyl-indan-4-yl)-amide